C(C(C)(C)C)(=O)NNC(=O)[C@H]1C[C@H](CC1)C(=O)O cis-3-(2-pivaloylhydrazine-1-carbonyl)cyclopentane-1-carboxylic acid